tert-butyl 4-((6-bromo-5-fluoro-2-oxo-2,3-dihydro-1H-benzo[d]imidazole-1-yl)methyl)piperidine-1-carboxylate BrC=1C(=CC2=C(N(C(N2)=O)CC2CCN(CC2)C(=O)OC(C)(C)C)C1)F